1-((1-(tert-butoxycarbonyl)-azetidin-3-yl)methyl)-5-((R)-2-((S)-2,2,7,10,10-pentamethyl-4,8-dioxo-3,6,9-trioxa-5-azaundec-7-yl)chroman-6-yl)pyridin-1-ium C(C)(C)(C)OC(=O)N1CC(C1)C[N+]1=CC=CC(=C1)C=1C=C2CC[C@@H](OC2=CC1)[C@](ONC(OC(C)(C)C)=O)(C(OC(C)(C)C)=O)C